OC=1C=C(C=CC1O)C(CSC1=NN=NN1C1=CC=C(C=C1)C)=O 1-(3,4-dihydroxyphenyl)-2-((1-(p-tolyl)-1H-tetrazol-5-yl)thio)ethan-1-one